COC1=C(C(=NC=C1)C(=O)N[C@H](C(=O)O[C@H]([C@@H](C)C1=NC=CC=C1Cl)C)C)OC(CC)=O [(1S,2S)-2-(3-chloro-2-pyridyl)-1-methyl-propyl] (2S)-2-[(4-methoxy-3-propanoyloxy-pyridine-2-carbonyl)amino]propanoate